NC1=NC(=NC(=N1)N)C(CCCCCC)C=1NC=CN1 1-(4,6-diamino-s-triazin-2-yl)heptylimidazole